OC1=C(C=CC(=C1)OCCCC)C1=NC(=NC(=N1)C1=C(C=C(C=C1)OCCCC)O)C1=C(C=C(C=C1)OCCCC)O 2,4,6-tri(2'-hydroxy-4'-n-butoxyphenyl)-1,3,5-triazine